2-(5,6-Difluoroindol-1-yl)-N-methyl-N-(2-methylsulfonylethyl)ethanamine fumarate C(\C=C\C(=O)O)(=O)O.FC=1C=C2C=CN(C2=CC1F)CCN(CCS(=O)(=O)C)C